Cl.N[C@H](C(=O)OC)CCNC(=O)OC(C)(C)C (S)-methyl 2-amino-4-((tert-butoxycarbonyl)amino)butanoate HCl salt